N=1C=CN2N=C(C=CC21)C2=CNC=1N=C(N=CC12)N 5-(imidazo[1,2-b]pyridazin-6-yl)-7H-pyrrolo[2,3-d]pyrimidin-2-amine